CN1N=C2C(=CC(=CC2=C1)C1=CC2=C(N=C(S2)C2CCNCC2)C=C1)C 6-(2,7-Dimethyl-2H-indazol-5-yl)-2-(piperidin-4-yl)-1,3-benzothiazol